ClC=1C=C(C=CC1Cl)NC([C@H](C1=CC=C(C=C1)C=1N=NN(N1)C)[C@@H]1CC(CC1)(F)F)=O (S)-N-(3,4-Dichlorophenyl)-2-((S)-3,3-difluorocyclopentyl)-2-(4-(2-methyl-2H-tetrazol-5-yl)phenyl)acetamide